CN1N=C(C=C1C(F)(F)F)/C=C/C(=O)OCC ethyl (E)-3-[1-methyl-5-(trifluoromethyl)pyrazol-3-yl]prop-2-enoate